5-(1-(2,2-difluoroethyl)-4-fluoro-1H-benzo[d]imidazol-6-yl)-N-((3R,4S)-3-fluoro-1-(2-methoxyethyl)piperidin-4-yl)-4-methoxypyrrolo[2,1-f][1,2,4]triazin-2-amine FC(CN1C=NC2=C1C=C(C=C2F)C=2C=CN1N=C(N=C(C12)OC)N[C@@H]1[C@@H](CN(CC1)CCOC)F)F